N-(4-methyl-3-nitrophenyl)benzamide CC1=C(C=C(C=C1)NC(C1=CC=CC=C1)=O)[N+](=O)[O-]